(+/-)-2-(methylcarbamoyl)-6-(1-phenylethyl)isonicotinic acid tert-butyl ester C(C)(C)(C)OC(C1=CC(=NC(=C1)[C@H](C)C1=CC=CC=C1)C(NC)=O)=O |r|